CC1CN(CC(C1)C)C1=CC2=C(C(=N1)CNC)CNC2=O 6-(3,5-dimethylpiperidin-1-yl)-4-((methylamino)methyl)-2,3-dihydro-1H-pyrrolo[3,4-c]Pyridin-1-one